dodecane-1,3-dione C(CC(CCCCCCCCC)=O)=O